C(#N)C1=CC=C(OC2=C(C=NC=C2)S(=O)(=O)N)C=C1 4-(4-Cyanophenoxy)-3-pyridinesulfonamide